(S)-N-((S)-1-cyano-2-((S)-2-oxopyrrolidin-3-yl)ethyl)-2-(2-(4-fluorophenoxy)acetamido)-4-methylpentanamide C(#N)[C@H](C[C@H]1C(NCC1)=O)NC([C@H](CC(C)C)NC(COC1=CC=C(C=C1)F)=O)=O